C(C1=CC=CC=C1)OC=1C=C2C=CC(=C(C2=CC1)OC1=CC=C(OCCN(CCOCCC2N(CCNC2)C2=C3CN(C(C3=CC=C2)=O)C2CC(NC(C2)=O)=O)CC)C=C1)C1=CC=C(C=C1)S(=O)(=O)C 4-(4-(2-(2-(2-((2-(4-((6-(benzyloxy)-2-(4-(methylsulfonyl)phenyl)naphthalen-1-yl)oxy)phenoxy)ethyl)(ethyl)amino)ethoxy)ethyl)piperazin-1-yl)-1-oxoisoindolin-2-yl)piperidine-2,6-dione